BrC1=CC=C(C=C1)C(CO)NC(C(C)Cl)=O N-(1-(4-bromophenyl)-2-hydroxyethyl)-2-chloropropanamide